5'-chloro-2'-{5H,6H,7H-pyrrolo[3,4-b]pyridine-6-carbonyl}-7',8'-dihydro-6'H-spiro[cyclohexane-1,9'-furo[2,3-f]quinazoline]-7'-one ClC=1C=C2C(=C3C4(NC(NC13)=O)CCCCC4)OC(=C2)C(=O)N2CC4=NC=CC=C4C2